C(=C)C=1C=NC=C(C1N(C)C)C=C 3,5-divinyl-(pyridin-4-yl)dimethylamine